FC(C(=O)O)(F)F.CNC(C1=CC=CC=C1)=O N-methylbenzamide trifluoroacetic acid salt